(4-fluorophenyl)-2-(prop-1-en-2-yl)-1H-indol-4-amine FC1=CC=C(C=C1)N1C(=CC=2C(=CC=CC12)N)C(=C)C